4-ethoxy-1-(((S)-oxetane-2-yl)methyl)-1H-benzo[d]imidazole-6-carboxylic acid C(C)OC1=CC(=CC=2N(C=NC21)C[C@H]2OCC2)C(=O)O